L-4-Hydroxyphenyl-2,3,5,6-d4-alanin OC1=C(C(=C(C(=C1[2H])[2H])N[C@@H](C)C(=O)O)[2H])[2H]